(2S,4R)-1-(2-(3-acetyl-5-(2-(cyanomethyl)pyrimidin-5-yl)-1H-indazol-1-yl)acetyl)-N-(6-bromopyridin-2-yl)-4-fluoropyrrolidine-2-carboxamide C(C)(=O)C1=NN(C2=CC=C(C=C12)C=1C=NC(=NC1)CC#N)CC(=O)N1[C@@H](C[C@H](C1)F)C(=O)NC1=NC(=CC=C1)Br